C(C1=CC=CC=C1)C1CN(CCO1)C(=O)C=1C=C(C(=NC1C)C)C1=CC(=C2C(=NC=NN21)N)C(F)(F)F 7-[5-(2-benzylmorpholine-4-carbonyl)-2,6-dimethylpyridin-3-yl]-5-(trifluoromethyl)pyrrolo[2,1-f][1,2,4]triazin-4-amine